C(C)N1CCC2(C[C@@H]2C(=O)N[C@@H](CCCCCC(CC)=O)C=2NC(=CN2)C=2C=C3N=CC=NC3=CC2OC)CC1 (S)-6-ethyl-N-((S)-1-(5-(7-methoxyquinoxalin-6-yl)-1H-imidazol-2-yl)-7-oxononyl)-6-azaspiro[2.5]octane-1-carboxamide